FC1=C(C=CC(=C1CCC1=CC=2C(N=C1)=CN(N2)C(C)C)F)NS(=O)(=O)C=2C(=NC=C(C2)F)OC N-[2,4-difluoro-3-(2-[2-isopropylpyrazolo[4,3-b]pyridin-6-yl]ethyl)phenyl]-5-fluoro-2-methoxypyridine-3-sulfonamide